NC=1C(=C(C=C2C=C(N=CC12)NC(=O)[C@@H]1[C@@H]([C@H]1C=1C=NN(C1)C)CC)C=1C=NC=C(C1C)N)F (1R,2R,3R)-N-(8-amino-6-(5-amino-4-methylpyridin-3-yl)-7-fluoroisoquinolin-3-yl)-2-ethyl-3-(1-methyl-1H-pyrazol-4-yl)cyclopropane-1-carboxamide